ClC=1C(=C(C=CC1)C1(CN(CC1)C(=O)OCC1=CC=CC=C1)O)C benzyl 3-(3-chloro-2-methylphenyl)-3-hydroxypyrrolidine-1-carboxylate